C(C)(C)(C)OC(=O)N1C[C@@H]2C([C@@H]2C1)C=O (1s,5r)-6-formyl-3-azabicyclo[3.1.0]hexane-3-carboxylic acid tert-butyl ester